N[C@@H](CCCCN(C(=O)C=1C=CC2=C(B(OC2)O)C1)CC1=CC(=C(C(=C1)F)B(O)O)F)C(=O)N (S)-(4-((N-(5,6-diamino-6-oxohexyl)-1-hydroxy-1,3-dihydrobenzo[c][1,2]oxaborole-6-carboxamido)methyl)-2,6-difluorophenyl)boronic acid